O=C1NC(CCC1N1C(OC2=C1C=CC=C2C#CCOCCCN(C(OC(C)(C)C)=O)C)=O)=O Tert-butyl N-[3-[3-[3-(2,6-dioxo-3-piperidyl)-2-oxo-1,3-benzoxazol-7-yl]prop-2-ynoxy]propyl]-N-methyl-carbamate